C1(CCCC1)C(C(=O)NC=1N=NNC1)C cyclopentyl-N-(1H-1,2,3-triazol-4-yl)propanamide